C1(=CC(=CC=C1)NNC(CC[C@H](N)C(=O)O)=O)C N5-(m-tolylamino)-L-glutamine